10,10'-(4,4''-bis(1-methyl-1H-benzo[d]imidazol-2-yl)-[1,1':3',1''-terphenyl]-4',5'-diyl)bis(5-methyl-5,10-dihydrophenazine) CN1C(=NC2=C1C=CC=C2)C2=CC=C(C=C2)C2=CC(=C(C(=C2)N2C1=CC=CC=C1N(C=1C=CC=CC21)C)N2C1=CC=CC=C1N(C=1C=CC=CC21)C)C2=CC=C(C=C2)C2=NC1=C(N2C)C=CC=C1